4-methyl-2-(3-(3-(5-methyl-1,2,4-oxadiazol-3-yl)benzoylamino)propionylamino)thiazole-5-carboxylic acid cyclopentyl ester C1(CCCC1)OC(=O)C1=C(N=C(S1)NC(CCNC(C1=CC(=CC=C1)C1=NOC(=N1)C)=O)=O)C